C1(CCCCC1)CCC(=O)OCC(COC(CCC1CCCCC1)=O)COCC1=CC=CC=C1.C1(CCCCC1)CCC(=O)O 3-cyclohexylpropanoic acid-2-((benzyloxy)methyl)propane-1,3-diyl bis(3-cyclohexylpropanoate)